2-((adamantane-1-carbonyl)oxy)-1,1-difluoroethane-1-sulfonic acid anion C12(CC3CC(CC(C1)C3)C2)C(=O)OCC(S(=O)(=O)[O-])(F)F